(R)-5-chloro-N-(1-ethyl-1H-pyrazol-4-yl)-4-(pyrrolidin-3-oxy)-7H-pyrrolo[2,3-d]pyrimidin-2-amine ClC1=CNC=2N=C(N=C(C21)O[C@H]2CNCC2)NC=2C=NN(C2)CC